C(C)OC(=O)C=1C=C2N(C3=CC=C(C=C3N=C2NCC2=CC=C(C=C2)OC)C2=NC=CC=C2)C1 4-((4-methoxybenzyl)amino)-7-(pyridin-2-yl)pyrrolo[1,2-a]quinoxaline-2-carboxylic acid ethyl ester